8-methoxy-2-methylimidazo[1,2-a]pyridin COC=1C=2N(C=CC1)C=C(N2)C